FC(C(=C)C=1C=CC(=NC1)N)(F)F 5-(3,3,3-trifluoroprop-1-en-2-yl)pyridin-2-amine